C1(CC1)N1C(CCC1=O)C(=O)NC1=C(C=CC(=C1)OC1=CC=C(C=C1)C(F)(F)F)OC 1-Cyclopropyl-N-(2-methoxy-5-(4-(trifluoromethyl)phenoxy)phenyl)-5-oxopyrrolidine-2-carboxamide